4-[(3S)-3-(trifluoromethoxy)pyrrolidine-1-carbonyl]-1H-pyrazol FC(O[C@@H]1CN(CC1)C(=O)C=1C=NNC1)(F)F